ClCC1=C(C=C(C(=O)OC)C=C1F)F methyl 4-(chloromethyl)-3,5-difluoro-benzoate